3-Hydroxy-1-methyl-3-(3-(4,4,5,5-tetramethyl-1,3,2-dioxaborolan-2-yl)phenyl)pyrrolidin-2-one OC1(C(N(CC1)C)=O)C1=CC(=CC=C1)B1OC(C(O1)(C)C)(C)C